O.O.O.C(C)(=O)[O-].[CH2+]CCCC=CCCCC Dec-5-enylium acetate trihydrate